(4-amino-3-methylimidazo[1,5-a]pyrido[3,4-e]pyrazin-8-yl)((4aS,9aR)-6-fluoro-7-(trifluoromethoxy)-2,3,9,9a-tetrahydroindeno[2,1-b][1,4]oxazin-4(4aH)-yl)methanone NC=1C=2N(C3=C(N1)C=NC(=C3)C(=O)N3[C@@H]1[C@H](OCC3)CC=3C=C(C(=CC31)F)OC(F)(F)F)C=NC2C